N-(isobutyl)pyrrolidone C(C(C)C)N1C(CCC1)=O